N-{1-methyl-1H-pyrazolo[3,4-d]pyrimidin-4-yl}-1-[(pyridin-2-yl)methyl]-1H-pyrazol-4-amine CN1N=CC=2C1=NC=NC2NC=2C=NN(C2)CC2=NC=CC=C2